4-n-octyl benzenesulfonate C1(=CC=CC=C1)S(=O)(=O)OC(CCC)CCCC